2,4-difluorobenzoylmethylamine hydrochloride Cl.FC1=C(C(=O)NC)C=CC(=C1)F